BrC=1C(=C2CC[C@@]3(C2=CC1)N=C1N(C=C(C=C1Cl)C(F)(F)F)C3)Cl (S)-5'-bromo-4',8-dichloro-6-(trifluoromethyl)-2',3'-dihydro-3H-spiro[imidazo[1,2-a]pyridine-2,1'-indene]